C(C)[C@@H]1[C@H](C1)C=1C=2N(N=C(C1)C=1C=NC=NC1)C=CC2F 5-(4-((1S,2S)-2-ethylcyclopropyl)-5-fluoropyrrolo[1,2-b]pyridazin-2-yl)pyrimidine